methyl-D-tyrosine ethyl-propionate hydrochloride Cl.C(C)C(C(=O)OC1=CC=C(C[C@@H](NC)C(=O)O)C=C1)C